(S)-7-(3-Tertbutoxycarbonylamino-1-pyrrolidinyl)-1-cyclopropyl-6-fluoro-1,4-dihydro-4-oxo-1,8-naphthyridine-3-carboxylic acid benzyl ester C(C1=CC=CC=C1)OC(=O)C1=CN(C2=NC(=C(C=C2C1=O)F)N1C[C@H](CC1)NC(=O)OC(C)(C)C)C1CC1